Diethyl 2,2'-((3SR,7SR)-1,1,5,5-tetraoxido-1,5,2,4,6,8-dithiatetrazocane-3,7-diyl)diacetate O=S1(NC(NS(NC(N1)CC(=O)OCC)(=O)=O)CC(=O)OCC)=O